Br[Pd+] bromopalladium(II)